ClC1=NN2C(N=CC3=C2[C@@](CN3C(=O)NC3=CC(=NC=C3OC)C(F)(F)F)(C(F)(F)F)C)=C1 (R)-2-chloro-N-(5-methoxy-2-(trifluoromethyl)pyridin-4-yl)-8-methyl-8-(trifluoromethyl)-7,8-dihydro-6H-pyrazolo[1,5-a]pyrrolo[2,3-e]pyrimidine-6-carboxamide